5-((4-Methoxybenzyl)amino)-2-(pyridin-2-yl)-4,5,6,7-tetrahydro-2H-indazol-3-ol COC1=CC=C(CNC2CC3=C(N(N=C3CC2)C2=NC=CC=C2)O)C=C1